OC1=CC=C(C[C@H]2C(N(CC3N(C2)C(CCN3C(=O)NCC=3SC=CC3)=O)CC3=CC=NC=C3)=O)C=C1 (7R)-7-(4-hydroxybenzyl)-4,8-dioxo-9-(pyridin-4-ylmethyl)-N-(thiophen-2-ylmethyl)octahydropyrimido[1,2-a][1,4]diazepine-1(2H)-carboxamide